5-methyl-N4-(1-methylcyclopropyl)-N2-(4-(4-methylpiperazin-1-yl)-2-((tetrahydro-2H-pyran-4-yl)amino)phenyl)thieno[2,3-d]pyrimidine-2,4-diamine CC1=CSC=2N=C(N=C(C21)NC2(CC2)C)NC2=C(C=C(C=C2)N2CCN(CC2)C)NC2CCOCC2